5-Bromo-1-methyl-3-(5-methyloxazol-2-ylamino)pyridin-2(1H)-one BrC=1C=C(C(N(C1)C)=O)NC=1OC(=CN1)C